7-(4-fluorobenzyl)-1-(3-hydroxypropyl)-3-methyl-8-(3-(trifluoromethoxy)phenyl)-1H-purine-2,6(3H,7H)-dione FC1=CC=C(CN2C(=NC=3N(C(N(C(C23)=O)CCCO)=O)C)C2=CC(=CC=C2)OC(F)(F)F)C=C1